ClC1=CC(=C(C=C1)C1=NC(=CC=2N=C(N(C(C21)=O)C)C)N2CC1=NC=CC=C1C2)F 5-(4-chloro-2-fluorophenyl)-7-(5,7-dihydro-6H-pyrrolo[3,4-b]pyridin-6-yl)-2,3-dimethylpyrido[4,3-d]pyrimidin-4(3H)-one